FC(=CC(=O)NC1=CC(=CC=C1)C=1C=CC=C2C=NC(=NC12)NC=1C=NC(=CC1)N1CCN(CC1)C)F 3,3-difluoro-N-(3-(2-((6-(4-methylpiperazin-1-yl)pyridin-3-yl)amino)quinazolin-8-yl)phenyl)acrylamide